[4-(4-tert-butylimidazol-1-yl)phenyl]-[4-(5-chlorooxazolo[4,5-b]pyridin-2-yl)piperazin-1-yl]methanone C(C)(C)(C)C=1N=CN(C1)C1=CC=C(C=C1)C(=O)N1CCN(CC1)C=1OC=2C(=NC(=CC2)Cl)N1